FC1=CC=C(C=C1)N1N=CC2=CC(=C(C=C12)C)C1(CN(CC1)S(=O)(=O)C)CC1=CC2=C(N(N=N2)C)C=C1 5-((3-(1-(4-fluorophenyl)-6-methyl-1H-indazol-5-yl)-1-(methylsulfonyl)pyrrolidin-3-yl)methyl)-1-methyl-1H-benzo[d][1,2,3]triazole